tetradec-1-en-4-yl 2-(naphthalen-1-yl)acetate C1(=CC=CC2=CC=CC=C12)CC(=O)OC(CC=C)CCCCCCCCCC